N-[5-[4-[(4-methoxyphenyl)methoxy]-1,3-benzoxazol-2-yl]-8-(methylamino)-2,7-naphthyridin-3-yl]cyclopropanecarboxamide COC1=CC=C(C=C1)COC1=CC=CC2=C1N=C(O2)C2=C1C=C(N=CC1=C(N=C2)NC)NC(=O)C2CC2